BrC1=CC2=C(S(C3=C2C=CC=C3)(=O)=O)C=C1 2-bromodibenzothiophene 5,5-dioxide